1-[[2-(4-chloro-2,6-dimethyl-phenyl)acetyl]amino]-4,4-dipropoxy-cyclohexanecarboxylic acid propyl ester C(CC)OC(=O)C1(CCC(CC1)(OCCC)OCCC)NC(CC1=C(C=C(C=C1C)Cl)C)=O